N1(CC(NCC1)C(=O)OC)C(=O)OC(C)(C)C 1-tert-butyl 3-methyl piperazine-1,3-dicarboxylate